COC(=O)C1=NN(C=C1[N+](=O)[O-])CC(=O)OCC 1-(2-ethoxy-2-oxoethyl)-4-nitro-1H-pyrazole-3-carboxylic acid methyl ester